COC1=CC=C(C=C1)C(OC[C@@H](CN1C(N=C(C=C1)NC(C1=CC=CC=C1)=O)=O)O)(C1=CC=CC=C1)C1=CC=C(C=C1)OC (R)-N-(1-(3-(bis(4-methoxyphenyl)(phenyl)methoxy)-2-hydroxypropyl)-2-oxo-1,2-dihydropyrimidin-4-yl)benzamide